4-[2-[2,6-Dichloro-4-(4-cyclopropylpiperazin-1-yl)benzoyl]-4-oxo-1,3-dihydrophthalazin-5-yl]-2-morpholin-4-ylbenzoic acid ClC1=C(C(=O)N2CC3=CC=CC(=C3C(N2)=O)C2=CC(=C(C(=O)O)C=C2)N2CCOCC2)C(=CC(=C1)N1CCN(CC1)C1CC1)Cl